CSCC1C(N=[C-]O1)=O 5-methylthiomethyl-2-oxazolidone